1-(4-(((Tetrahydro-2H-pyran-2-yl)oxy)methyl)bicyclo[2.1.1]hexan-1-yl)ethan-1-one O1C(CCCC1)OCC12CCC(C1)(C2)C(C)=O